CN(C(=O)NC1=CC=CC=C1)CC N-methyl-N-ethylphenyl-urea